(±)-tert-butyl 3-((5-bromopyridin-2-yl)oxy)pyrrolidine-1-carboxylate BrC=1C=CC(=NC1)O[C@H]1CN(CC1)C(=O)OC(C)(C)C |r|